BrC1=C(C=C(C(=O)N2CC=3N(CC2)C(N(C3C(=O)N[C@H](C(=O)O)C3=CC=CC=C3)C3=CC=C(C=C3)OC)=O)C=C1)Cl |r| rac-(2S)-2-[[7-(4-bromo-3-chloro-benzoyl)-2-(4-methoxyphenyl)-3-oxo-6,8-dihydro-5H-imidazo[1,5-a]pyrazine-1-carbonyl]amino]-2-phenyl-acetic acid